C(=O)(OC(C)(C)C)N(CC(=O)O)CC Boc-N-ethyl-glycine